dihydroquinazolinamine C1=CC=C2C(=C1)C=NC(N2)N